FC(C1=CC=C(C=C1)N1N=C(C2=CC=CC=C12)CNC(CC)=O)(F)F N-((1-(4-(trifluoromethyl)phenyl)-1H-indazol-3-yl)methyl)propionamide